3-(6-benzylsulfanyl-1-oxo-isoindolin-2-yl)piperidine-2,6-dione C(C1=CC=CC=C1)SC1=CC=C2CN(C(C2=C1)=O)C1C(NC(CC1)=O)=O